N-(5-((6-((R)-3-(2,3-difluorophenyl)-isoxazolidine-2-yl)pyrimidine-4-yl)amino)-2-(4-(dimethylamino)piperidine-1-yl)-4-methoxyphenyl)acrylamide FC1=C(C=CC=C1F)[C@@H]1N(OCC1)C1=CC(=NC=N1)NC=1C(=CC(=C(C1)NC(C=C)=O)N1CCC(CC1)N(C)C)OC